2-(((tert-butyldimethylsilyl)oxy)methyl)-6-((2-Fluorophenoxy)methyl)pyridine [Si](C)(C)(C(C)(C)C)OCC1=NC(=CC=C1)COC1=C(C=CC=C1)F